(2R)-2-(6-{5-chloro-2-[(1-methyl-1H-1,2,3-triazol-4-yl)amino]pyrimidin-4-yl}-1-oxo-2,3-dihydro-1H-isoindol-2-yl)-N-[(1S)-1-(3-fluoro-5-methoxyphenyl)-2-hydroxyethyl]propanamide ClC=1C(=NC(=NC1)NC=1N=NN(C1)C)C1=CC=C2CN(C(C2=C1)=O)[C@@H](C(=O)N[C@H](CO)C1=CC(=CC(=C1)OC)F)C